COC=1C=2N(C=C(C1)N=C(C1=CC=CC=C1)C1=CC=CC=C1)C=C(N2)C N-(8-methoxy-2-methyl-imidazo[1,2-a]pyridin-6-yl)-1,1-diphenyl-methanimine